6-(4-amino-2,6-dichlorophenoxy)-2-ethyl-3,4-dihydroisoquinolin NC1=CC(=C(OC=2C=C3CCN(CC3=CC2)CC)C(=C1)Cl)Cl